[Br-].C1(CCCC1)C(C(=O)OC1[N+](CCC1)(C)C)(C1=CC=CC=C1)O (3S,2'S)-[(cyclopentyl-hydroxyphenylacetyl)oxy]-1,1-dimethylpyrrolidinium bromide